O=C1NC(CCC1N1C(C2=CC=CC(=C2C1=O)NCC1=CC=C(CN2C(CN(CC2)C2=NC=C(C#N)C=C2)(C)C)C=C1)=O)=O 6-(4-(4-((2-(2,6-dioxopiperidin-3-yl)-1,3-dioxoisoindolin-4-ylamino)methyl)benzyl)-3,3-dimethylpiperazin-1-yl)nicotinonitrile